CC1=NC=CC=C1CN1CC=C2N1CC[C@H](C(N2C)=O)C2=NC(=NN2)C(=O)NC2CC2 1-[(2-Methyl-3-pyridyl)methyl]-N-(6S)-2-cyclopropyl-4-methyl-5-oxo-7,8-dihydro-6H-pyrazolo[1,5-a][1,3]diazepin-6-yl-1,2,4-triazol-3-carboxamid